BrCC[C@@H](CCCC(C)C)C |r| (rac)-1-bromo-3,7-dimethyloctane